N1CC(CC1)C(=O)OC(Cl)CC ethyl-(chloromethyl) pyrrolidine-3-carboxylate